FC1=C(C(=CC=C1)OC(F)(F)F)OB(O)O (2-fluoro-6-(trifluoromethoxy)phenyl)boric acid